CC1=C(C=2N(C=C1C1=C(C=3N=C(SC3N1)C1CCN(CC1)CC(C)C)C(C)C)N=CN2)C 5-(7,8-dimethyl-[1,2,4]triazolo[1,5-a]pyridin-6-yl)-2-(1-isobutylpiperidin-4-yl)-6-isopropyl-4H-pyrrolo[3,2-d]thiazole